Rac-(1S,4R,6S)-6-((2-fluoro-4-(trifluoromethyl)benzyl)oxy)-2-azabicyclo[2.2.1]heptane 2,2,2-trifluoroacetate FC(C(=O)O)(F)F.FC1=C(CO[C@H]2C[C@@H]3CN[C@H]2C3)C=CC(=C1)C(F)(F)F |r|